fluoroiron F[Fe]